tert-butyl 2-methyl-4-(4,4,5,5-tetramethyl-1,3,2-dioxaborolan-2-yl)piperidine-1-carboxylate CC1N(CCC(C1)B1OC(C(O1)(C)C)(C)C)C(=O)OC(C)(C)C